C1(=CC=CC=C1)CC(=O)N[C@@H](C)C(=O)OC |r| (phenylacetyl)-DL-alanine, Methyl ester